(2-fluoro-6-methoxyphenyl)-2-(6-methyl-2-((R)-3-methylpiperazin-1-yl)pyrimidin-4-yl)-2,3-dihydro-1H-pyrrolo[3,4-c]pyridin-1-one FC1=C(C(=CC=C1)OC)C1N(C(C2=C1C=NC=C2)=O)C2=NC(=NC(=C2)C)N2C[C@H](NCC2)C